C(C(=C)C)(=O)OCCCCCCCC[Si](OC)(OC)OC 8-(methacryloyloxy)octyl-trimethoxysilane